ClC1=C2C(=NC=C1)N(C=C2)S(=O)(=O)CC2=CC=CC=C2 4-chloro-1-toluenesulfonyl-1H-pyrrolo[2,3-b]pyridine